N1C(CCC2=CC=CC=C12)C1=C(C=CC=C1)CO (2-(1,2,3,4-tetrahydroquinolin-2-yl)phenyl)methanol